2-[2-Amino-N-[(6-chloro-4-methyl-3-pyridinyl)sulfonyl]-6-methyl-anilino]acetic acid NC1=C(N(S(=O)(=O)C=2C=NC(=CC2C)Cl)CC(=O)O)C(=CC=C1)C